CC1=CSC2=C1N=CN=C2N[C@H](CN2CCN(CC2)C(=O)OC(C)(C)C)C tert-butyl 4-[(2S)-2-({7-methylthieno[3,2-d]pyrimidin-4-yl}amino)propyl]piperazine-1-carboxylate